FC1=C(C(=CC=C1)F)[C@@H]1C[C@@H](C=2N1N=C(N2)[S@](=O)CF)F (5S,7S)-5-(2,6-difluorophenyl)-7-fluoro-2-((S)-(fluoromethyl)sulfinyl)-6,7-dihydro-5H-pyrrolo[1,2-b][1,2,4]triazole